FC=1C(=NNC1C1=CC(=NC=C1)OC)C(=O)N1CCC(CC1)C(=O)NC1CCC(CC1)C (4-fluoro-5-(2-methoxypyridin-4-yl)-1H-pyrazole-3-carbonyl)-N-(4-methylcyclohexyl)piperidine-4-carboxamide